ethyl 4-nitro-3-(pyridin-4-yl)benzoate [N+](=O)([O-])C1=C(C=C(C(=O)OCC)C=C1)C1=CC=NC=C1